The molecule is a monocarboxylic acid anion resulting from the removal of a proton from the carboxy group of olivetolic acid. The major species at pH 7.3. It is a conjugate base of an olivetolic acid. CCCCCC1=C(C(=CC(=C1)O)[O-])C(=O)O